FC1(CCC(CC1)NC(C(C=1C=NC=C(C1)F)N(C(=O)[C@@H]1NC[C@H](C1)F)C1=CC=C(C=C1)S(F)(F)(F)(F)F)=O)F (2R,4S)-N-[2-[(4,4-difluorocyclohexyl)amino]-1-(5-fluoro-3-pyridyl)-2-oxo-ethyl]-4-fluoro-N-[4-(pentafluoro-λ6-sulfanyl)phenyl]pyrrolidine-2-carboxamide